(R)-8-(1-((3,4-difluoro-2-(4-hydroxypiperidin-1-yl)phenyl)amino)ethyl)-3,6-dimethyl-2-(tetrahydro-2H-pyran-4-yl)quinazolin-4(3H)-one FC=1C(=C(C=CC1F)N[C@H](C)C=1C=C(C=C2C(N(C(=NC12)C1CCOCC1)C)=O)C)N1CCC(CC1)O